α-keto-isovaleric acid O=C(C(=O)O)C(C)C